N1OC(C=CO1)N1C(C2=CC=CC=C2C1=O)=O 2-(2,6-dioxapyridin-3-yl)isoindoline-1,3-dione